2-(3-(4-methylpiperazin-1-yl)-5-(trifluoromethyl)phenyl)-5-nitro-1H-benz[d]imidazole CN1CCN(CC1)C=1C=C(C=C(C1)C(F)(F)F)C1=NC2=C(N1)C=CC(=C2)[N+](=O)[O-]